COC1=CC=C(C=C1)C(OCCCN(CC(=O)N[C@@H](CC1=CC=CC=C1)C(=O)N[C@@H](CC1=CC=CC=C1)C(=O)OC)CCCOP(N(C(C)C)C(C)C)OCCC#N)(C1=CC=CC=C1)C1=CC=C(C=C1)OC methyl N-(3-(bis(4-methoxyphenyl)(phenyl)methoxy)propyl)-N-(3-(((2-cyanoethoxy) (diisopropylamino)phosphanyl)oxy)propyl)glycyl-L-phenylalanyl-L-phenylalaninate